OC1(N(CCC1)C(=O)NC1=CC=CC2=CC=CC=C12)C(=O)N hydroxy-N1-(naphthalen-1-yl)pyrrolidine-1,2-dicarboxamide